zinc aluminum iron silicon [Si].[Fe].[Al].[Zn]